N-(1-cyanopyrrolidin-3-yl)-5-phenylpyridine-2-sulfonamide C(#N)N1CC(CC1)NS(=O)(=O)C1=NC=C(C=C1)C1=CC=CC=C1